ClC1=C(C=NNC1=O)N1C[C@@H](CC1)OC1=NC=CC(=C1)C1=C(C=C(C=C1)CC(=O)O)F (R)-2-(4-(2-((1-(5-chloro-6-oxo-1,6-dihydropyridazin-4-yl)pyrrolidin-3-yl)oxy)pyridin-4-yl)-3-fluorophenyl)acetic acid